COC=1C(C(=C(C(C1OC)=O)CCCCCCCCCCN[C@@H](CCCNC(N)=N)C(=O)O)C)=O 10-(4,5-dimethoxy-2-methyl-3,6-dioxocyclohex-1,4-dien-1-yl)decyl-arginine